The molecule is a cyclopropanecarboxylate ester obtained by formal condensation between 3-(2,2-dibromovinyl)-2,2-dimethylcyclopropanecarboxylic acid and cyano(3-phenoxyphenyl)methanol. It is the active insecticide of the proinsecticide tralomethrin. It has a role as a pyrethroid ester insecticide, an agrochemical, an EC 3.1.3.16 (phosphoprotein phosphatase) inhibitor and a calcium channel agonist. It is an aromatic ether, an organobromine compound, a nitrile and a cyclopropanecarboxylate ester. It derives from a cis-3-(2,2-dibromovinyl)-2,2-dimethylcyclopropanecarboxylic acid. CC1([C@H]([C@H]1C(=O)O[C@H](C#N)C2=CC(=CC=C2)OC3=CC=CC=C3)C=C(Br)Br)C